FC=1C(=CC(=NC1)C)C1=CC(=NN1)C(=O)N1[C@H]2CC(C[C@@H]1CC2)C(=O)O (1r,3r,5s)-8-[5-(5-fluoro-2-methylpyridin-4-yl)-1H-pyrazole-3-carbonyl]-8-azabicyclo[3.2.1]octane-3-carboxylic acid